(2S)-2,4-diaminobutyric acid N[C@H](C(=O)O)CCN